(1R,4R,5S)-Benzyl 5-hydroxy-2-azabicyclo[2.2.1]heptane-2-carboxylate O[C@@H]1[C@H]2CN([C@@H](C1)C2)C(=O)OCC2=CC=CC=C2